N1C=C(C2=CC=CC=C12)C1=NC(=NC=C1OC)NC=1C=CC(=C(C1)NC(C)=O)N(C)CCN(C)C N-(5-(4-(1H-indol-3-yl)-5-methoxypyrimidin-2-ylamino)-2-((2-(dimethylamino)ethyl)(methyl)amino)phenyl)acetamide